CNC(OCCCCCCCCCCC)=O undecyl N-methylcarbamate